Methyl (E)-3-(6-(cyclopropylcarbamoyl)-7-hydroxy-4-isobutyl-5-oxo-4,5-dihydropyrazolo[1,5-a]pyrimidin-3-yl)acrylate C1(CC1)NC(=O)C=1C(N(C=2N(C1O)N=CC2/C=C/C(=O)OC)CC(C)C)=O